N-hydroxybenzoamide hydrochloride Cl.ONC(C1=CC=CC=C1)=O